[N-](S(=O)(=O)C(F)(F)F)S(=O)(=O)C(F)(F)F.COCCOC[N+]1(CCCC1)C 1-(2-methoxyethoxymethyl)-1-methylpyrrolidinium bis(trifluoromethanesulfonyl)imide